ClCC(C1CO1)CCl 3,3-bis-chloromethylpropylene-oxide